FC1(CCC(CC1)CC(=O)N1CC=2C=CC(=NC2CC1)N1C2CN(CC1CC2)C)F 2-(4,4-difluorocyclohexyl)-1-(2-(3-methyl-3,8-diazabicyclo[3.2.1]octan-8-yl)-7,8-dihydro-1,6-naphthyridin-6(5H)-yl)ethan-1-one